C(C1=CC=CC=C1)N1C(N2C(C=3C=CC=CC13)=C(C=C2C(=O)OC)C2=CC=CC=C2)=O Methyl 6-benzyl-5-oxo-1-phenyl-5,6-dihydropyrrolo[1,2-c]quinazoline-3-carboxylate